di(hydroxybenzyl)ethoxypropoxysilane OC(C1=CC=CC=C1)[SiH](OCCCOCC)C(C1=CC=CC=C1)O